tert-butyl N-((5-((4-amino-6-chloro-pyrazolo[3,4-d]pyrimidin-1-yl)methyl)-2-bromo-phenyl)methyl)-N-(5-(hydroxymethyl)-3-pyridinyl)carbamate NC1=C2C(=NC(=N1)Cl)N(N=C2)CC=2C=CC(=C(C2)CN(C(OC(C)(C)C)=O)C=2C=NC=C(C2)CO)Br